C(C1=CC=CC=C1)N(C(C)=O)C1CCC(CC1)C[C@H]1N[C@H](CC1)[C@@H](O)C1=CC(=CC=C1)F N-benzyl-N-((1S,4r)-4-(((2S,5R)-5-((R)-(3-fluorophenyl)(hydroxy)methyl)pyrrolidin-2-yl)methyl)cyclohexyl)acetamide